(-)-2-(4-chloro-3-fluorophenyl)-2-[(4-{[(1,2-oxazol-3-yl)amino]methyl}-1H-1,3-benzodiazol-2-yl)amino]propan-1-ol ClC1=C(C=C(C=C1)C(CO)(C)NC1=NC2=C(N1)C=CC=C2CNC2=NOC=C2)F